3-((Z)-benzylidene)-6-((5-(tert-butyl)-1H-imidazol-4-yl)methylene)piperazine-2,5-dione C(/C1=CC=CC=C1)=C/1\C(NC(C(N1)=O)=CC=1N=CNC1C(C)(C)C)=O